2-methyl-1-phenyl-1,3-butanediol benzoate diphenylphosphinate C1(=CC=CC=C1)P(=O)(C1=CC=CC=C1)OC(C(C(OC(C1=CC=CC=C1)=O)C1=CC=CC=C1)C)C